ClC1=NC(=NC(=C1)N1CCOCC1)N 4-chloro-6-morpholinopyrimidin-2-amine